17-amino-6-benzyloxy-11-methyl-6,15-bis(trifluoromethyl)-19-oxa-3,4,11,18-tetrazatricyclo[12.3.1.12,5]nonadeca-1(18),2,4,14,16-pentaen-12-one NC1=CC(=C2CC(N(CCCCC(C3=NN=C(C1=N2)O3)(C(F)(F)F)OCC3=CC=CC=C3)C)=O)C(F)(F)F